4-(5-benzylpyrimidin-2-yl)-1-(6-(1-methyl-1H-pyrazol-4-yl)pyrazolo[1,5-a]pyrimidin-3-yl)-1,4-diazepan-5-one C(C1=CC=CC=C1)C=1C=NC(=NC1)N1CCN(CCC1=O)C=1C=NN2C1N=CC(=C2)C=2C=NN(C2)C